3-epoxyhexanol CCCC(C1CO1)O